ClC1=C(C=CC=C1O)NC(=O)NCC=1C=C2CN(C(C2=CC1)=O)C1C(NC(CC1)=O)=O 1-(2-chloro-3-hydroxy-phenyl)-3-[[2-(2,6-dioxo-3-piperidyl)-1-oxo-isoindolin-5-yl]methyl]urea